(S)-5-methyl-N-(3-(1-((1-methyl-1H-pyrazolo[3,4-b]pyrazin-6-yl)amino)ethyl)phenyl)-6-vinylnicotinamide CC=1C(=NC=C(C(=O)NC2=CC(=CC=C2)[C@H](C)NC2=CN=C3C(=N2)N(N=C3)C)C1)C=C